ClCC(=O)NC1=CC(=C(C=C1)F)NC1=NC(=NC=C1C1=CC=C(C=C1)C(F)(F)F)NC=1C=NN(C1)C 2-chloro-N-(4-fluoro-3-((2-((1-methyl-1H-pyrazol-4-yl)amino)-5-(4-(trifluoromethyl)phenyl)pyrimidin-4-yl)amino)phenyl)acetamide